[Cl-].C(CCCCCCCCC)[NH+]1C=C(C=C1)C 1-Decyl-3-Methylpyrrolium chlorid